1-(3-(4-amino-5-(4-(cyclopropylmethoxy)phenyl)-7-methyl-7H-pyrrolo[2,3-d]pyrimidin-6-yl)pyrrolidin-1-yl)prop-2-en-1-one NC=1C2=C(N=CN1)N(C(=C2C2=CC=C(C=C2)OCC2CC2)C2CN(CC2)C(C=C)=O)C